N,N-dimethyl-N-dodecyl-N-(2-hydroxyethyl)ammonium hydroxide [OH-].C[N+](CCO)(CCCCCCCCCCCC)C